FN1C2(CC(C3=CC=CC=C13)=O)CCN(CC2)C(=O)NCC2=CC(=C(C=C2)F)C(NC)=O fluoro-N-(4-fluoro-3-(methylcarbamoyl)benzyl)-4'-oxo-3',4'-dihydro-1'H-spiro[piperidine-4,2'-quinoline]-1-carboxamide